[NH4+].[NH4+].C(CCCC(=O)[O-])(=O)[O-] glutaric acid diammonium salt